3-(isoxazol-5-yl)-5'-methyl-4-pentyl-2'-(prop-1-en-2-yl)-[1,1'-biphenyl]-2,6-diol O1N=CC=C1C1=C(C(=C(C=C1CCCCC)O)C1=C(C=CC(=C1)C)C(=C)C)O